C(C)C1=NC=CC(=C1)CN(C1CN(CCC1)C(=O)[O-])CC1=CN(C2=CC=CC=C2C1=O)C 3-{[(2-ethylpyridin-4-yl)methyl][(1-methyl-4-oxo-1,4-dihydroquinolin-3-yl)methyl]amino}piperidine-1-carboxylate